FC1=CC=C(C=C1)C=1C=C(C(=NC1)CN)C=1OC=CN1 (5-(4-fluorophenyl)-3-(oxazol-2-yl)pyridin-2-yl)methanamine